3-acryloxypropyl-methyl-dichloro-silane ethyl-5-(p-tolylsilyl)pentanoate C(C)OC(CCCC[SiH2]C1=CC=C(C=C1)C)=O.C(C=C)(=O)OCCC[Si](Cl)(Cl)C